ClC=1N=CC(=NC1)[C@H](C)N (S)-1-(5-chloropyrazin-2-yl)ethanamine